C(C1=CC=CC=C1)N1CCC(CC1)CCNC(=O)N1[C@@H](CN(C[C@@H]1C)C1=NC=C(C=N1)C(=O)N(C(C)C)C)C 2-[(3R,5S)-4-{[2-(1-benzylpiperidin-4-yl)ethyl]carbamoyl}-3,5-dimethylpiperazin-1-yl]-N-methyl-N-(propan-2-yl)pyrimidine-5-carboxamide